6-[(3-{[(2-hydroxyethyl)amino]methyl}-1,7-naphthyridin-8-yl)amino]benzonitrile OCCNCC=1C=NC2=C(N=CC=C2C1)NC1=CC=CC=C1C#N